Cl[Ti+3] Chlorotitanium(IV)